C1(CCC1)C(=O)N cyclobutanecarboxamide